C([C@@H](CCCC)O)O (2R)-hexane-1,2-diol